(E)-geranyllinalool C(\C=C(/C)\CCC=C(C)C)\C=C\C(O)(C)CCC=C(C)C